tert-butyl (6-chloro-4-(1-((4-methyl-4H-1,2,4-triazol-3-yl)methyl)cyclobutyl)pyridin-2-yl)carbamate ClC1=CC(=CC(=N1)NC(OC(C)(C)C)=O)C1(CCC1)CC1=NN=CN1C